3-fluoro-5-[(1S)-1-(6-hydroxy-5-{[4-(2-methylpyridin-3-yl)phenyl]methyl}-4-oxo-2-[(prop-2-yloxy)methyl]-1,4-dihydropyrimidin-1-yl)-2-methylpropyl]benzonitrile FC=1C=C(C#N)C=C(C1)[C@H](C(C)C)N1C(=NC(C(=C1O)CC1=CC=C(C=C1)C=1C(=NC=CC1)C)=O)COC(C)C